1-(1-(4-Fluoro-3-hydroxyphenyl)-1H-indazol-5-yl)piperidin-4-ol FC1=C(C=C(C=C1)N1N=CC2=CC(=CC=C12)N1CCC(CC1)O)O